3-[2-[(E)-5-[3-(Benzenesulfonamido)-4-(trifluoromethyl)phenyl]pent-4-enoxy]phenyl]propanoic acid C1(=CC=CC=C1)S(=O)(=O)NC=1C=C(C=CC1C(F)(F)F)/C=C/CCCOC1=C(C=CC=C1)CCC(=O)O